C(C)(C)(C)OC(=O)N1C(C(C(C1)=O)=CN(C)C)C ((dimethylamino)methylene)-2-methyl-4-oxopyrrolidine-1-carboxylic acid tert-butyl ester